5-ethyl-bicyclo[2.2.1]Hept-2-ene C(C)C1C2C=CC(C1)C2